(1R,2R)-8-Chloro-1-hydroxy-1,2,3,4-tetrahydronaphthalin-2-yl-carbamat ClC=1C=CC=C2CC[C@H]([C@@H](C12)O)NC([O-])=O